2-(2,6-dioxopiperidin-3-yl)-5-((R)-3-(hydroxymethyl)pyrrolidin-1-yl)isoindoline-1,3-dione O=C1NC(CCC1N1C(C2=CC=C(C=C2C1=O)N1C[C@@H](CC1)CO)=O)=O